O=C1N(CCC(N1)=O)C1=NN(C2=CC(=CC=C12)C=1C(CN(CC1)C(=O)OC(C)(C)C)C)C tert-butyl 4-(3-(2,4-dioxotetrahydropyrimidin-1(2H)-yl)-1-methyl-1H-indazol-6-yl)-3-methyl-3,6-dihydropyridine-1(2H)-carboxylate